O=C1NC(CCC1N1C(C2=CC=CC(=C2C1)OCC(=O)NCCCCCCCC1=CC(=CC=C1)C=1C(=NN2C1N=C(C=C2N2CCN(CC2)CCO)C2=CC=CC=C2)C)=O)=O 2-((2-(2,6-dioxopiperidin-3-yl)-1-oxoisoindolin-4-yl)oxy)-N-(7-(3-(7-(4-(2-hydroxyethyl)piperazin-1-yl)-2-methyl-5-phenylpyrazolo[1,5-a]pyrimidin-3-yl)phenyl)heptyl)-acetamide